FC1=CC=C(C=C1)C1=CC=C(C=C1)C(=O)NC12CC3(C[C@@H](C[C@H](C1)C3)C2)NC(OC(C)(C)C)=O tert-butyl ((1s,3r,5R,7S)-3-(4'-fluoro-[1,1'-biphenyl]-4-carboxamido)adamantan-1-yl)carbamate